(R)-N-(4-((2-((5-(tert-butyl)-1-(1-methylpyrrolidin-3-yl)-1H-pyrazol-3-yl)amino)-1-methyl-1H-imidazo[4,5-b]pyridin-6-yl)oxy)pyridin-2-yl)cyclopropanecarboxamide C(C)(C)(C)C1=CC(=NN1[C@H]1CN(CC1)C)NC=1N(C=2C(=NC=C(C2)OC2=CC(=NC=C2)NC(=O)C2CC2)N1)C